C(#N)C1=CC(=C(C=C1)C1=CC(=CC=2N1N=CN2)NC(CO)=O)C N-[5-(4-cyano-2-methylphenyl)-[1,2,4]triazolo[1,5-a]pyridin-7-yl]-2-hydroxyacetamide